1-(cis-5-((2-chlorobenzyl)(methyl)amino)octahydrocyclopenta[c]pyrrole-2-carbonyl)-N-methyl-1H-pyrazole-3-carboxamide ClC1=C(CN(C2CC3C(CN(C3)C(=O)N3N=C(C=C3)C(=O)NC)C2)C)C=CC=C1